tert-Butyl 4-(4-((3-chloro-4-(cyclopropylmethoxy)-2-fluorophenyl)amino)pyrido[3,2-d]pyrimidin-6-yl)piperazine-1-carboxylate ClC=1C(=C(C=CC1OCC1CC1)NC=1C2=C(N=CN1)C=CC(=N2)N2CCN(CC2)C(=O)OC(C)(C)C)F